(2R,4R)-1-(3-chloro-2-fluorobenzyl)-2-ethyl-4-((3-fluoro-6-((5-methyl-1H-pyrazol-3-yl)amino)-4-(oxetan-3-yl)pyridin-2-yl)methyl)piperidine-4-carboxylic acid ClC=1C(=C(CN2[C@@H](C[C@@](CC2)(C(=O)O)CC2=NC(=CC(=C2F)C2COC2)NC2=NNC(=C2)C)CC)C=CC1)F